3-(N,N-dimethylamino)propane-1-ol CN(C)CCCO